4-(1-methyl-1H-indazol-3-yl)pyrimidine-5-carboxylic acid isopropyl ester C(C)(C)OC(=O)C=1C(=NC=NC1)C1=NN(C2=CC=CC=C12)C